CN(C=1C=2N=CN([C@H]3[C@H](OC)[C@H](O)[C@@H](CO)O3)C2N=CN1)C N6,N6,2'-O-trimethyl-adenosine